[1-(2,6-dioxo-3-piperidinyl)-3-methyl-2-oxo-benzoimidazol-4-yl]-3-fluoro-3,6-dihydro-2H-pyridine-1-carboxylic acid tert-butyl ester C(C)(C)(C)OC(=O)N1C(C(C=CC1)F)C1=CC=CC=2N(C(N(C21)C)=O)C2C(NC(CC2)=O)=O